[N+](=O)([O-])C1=CC=C(COC(N[C@H](C(=O)NC)[C@@H](C)OCCC2CCCCC2)=O)C=C1 ((2S,3R)-3-(2-cyclohexylethoxy)-1-(methylamino)-1-oxobutan-2-yl)carbamic acid 4-nitrobenzyl ester